CC=1C=C2C(C(NC2=CC1)=O)=NN=C1SCC(N1C1=CC(=CC=C1)C(C)C)=O 5-methyl-3-(2-(3-(3-isopropylphenyl)-4-oxothiazolidin-2-ylidene)hydrazono)indol-2-one